Cl.N1[C@H](CCC1)C(=O)OC(C)(C)C tert-butyl (2R)-pyrrolidine-2-carboxylate HCl